4-(6-(4-((4-(Dimethylamino)piperidin-1-yl)methyl)phenyl)-1-methyl-1H-benzo[d]imidazol-2-yl)benzonitril CN(C1CCN(CC1)CC1=CC=C(C=C1)C=1C=CC2=C(N(C(=N2)C2=CC=C(C#N)C=C2)C)C1)C